trans-3-heptene CC\C=C\CCC